N-(2-((7-hydroxy-1,2,3,4-tetrahydronaphthalen-2-yl)amino)ethyl)-2-(3-oxo-3,4-dihydro-2H-benzo[b][1,4]oxazin-2-yl)acetamide OC1=CC=C2CCC(CC2=C1)NCCNC(CC1C(NC2=C(O1)C=CC=C2)=O)=O